trifluoromethanesulfonic acid 1-methyl-1,2,3,6-tetrahydropyridine-4-yl ester CN1CCC(=CC1)OS(=O)(=O)C(F)(F)F